Methyl (4-(3-amino-7-(4-(2-morpholinoethyl)phenyl)-1H-indazol-5-yl)pyridin-2-yl)carbamate NC1=NNC2=C(C=C(C=C12)C1=CC(=NC=C1)NC(OC)=O)C1=CC=C(C=C1)CCN1CCOCC1